CC=1C(=NC(=NC1)C(=O)O)N1CCCCC1 5-methyl-4-(piperidin-1-yl)pyrimidine-2-carboxylic acid